N-(8-(methylamino)-5-(5-(6-methylene-1,4-oxaazepan-4-yl)benzo[d]oxazol-2-yl)-2,7-naphthyridin-3-yl)cyclopropanecarboxamide CNC=1N=CC(=C2C=C(N=CC12)NC(=O)C1CC1)C=1OC2=C(N1)C=C(C=C2)N2CCOCC(C2)=C